C(C)OC=1C=C(C=2N(C1)N=C1C2C=NN1)O 6-Ethoxy-1H-pyrazolo[3',4':3,4]pyrazolo[1,5-a]pyridin-4-ol